ClC1=NC(=CC(=C1)C1=C(C=C(C#N)C=C1)C=O)Cl 4-(2,6-dichloropyridin-4-yl)-3-formylbenzonitrile